C(C)(CC)C1C(NC2=C(CN1S(=O)(=O)NC)C=CC=C2)=O 3-(sec-butyl)-N-methyl-2-oxo-1,2,3,5-tetrahydro-4H-benzo[1,4]diazepine-4-sulfonamide